ClC1=C(C=CC(=C1)NC1=NC(=NC=C1F)NC1=CC=C(C=C1)N1CCN(CC1)C)NC(CC)=O N-(2-chloro-4-((5-fluoro-2-((4-(4-methylpiperazin-1-yl)phenyl)amino)pyrimidin-4-yl)amino)phenyl)propanamide